NC1=C(C(=NN1C(C)C)C(=O)NC=1C=NC=C(C1)NC(CC1=CC(=CC=C1)F)=O)C(=O)O 5-Amino-N3-(5-(2-(3-fluorophenyl)acetamido)pyridin-3-yl)-1-isopropyl-1H-pyrazole-3,4-dicarboxylic acid amide